5-(1-(3,3-difluorocyclobutyl)-2-methyl-1H-imidazo[4,5-b]pyridin-6-yl)-N-((3-fluorooxetan-3-yl)methyl)pyrrolo[2,1-f][1,2,4]triazin-2-amine FC1(CC(C1)N1C(=NC2=NC=C(C=C21)C=2C=CN1N=C(N=CC12)NCC1(COC1)F)C)F